N1(CCCC1)CC1=CC=C(C=C1)C1=CC=C(C=C1)C=O 4'-(pyrrolidin-1-ylmethyl)-[1,1'-biphenyl]-4-carbaldehyde